diiodo-biphenyldisulfonic acid IC=1C(=C(C(=C(C1)C1=CC=CC=C1)S(=O)(=O)O)S(=O)(=O)O)I